C(C=CCC(=O)O)(=O)C(O)(C[N+](C)(C)C)CC([O-])=O glutaconyl-carnitine